C(C)(C)(C)NC1=C(C=CC=C1)N tert-butyl-phenylenediamine